C(C)OCCOCCCO 3-(2-ethoxyethoxy)propanol